O1C(CCCC1)O[C@@H](C)C=1N(C=CN1)CC1=NOC(=C1)C1=CC=C(C=C1)C#CC=1C=CC(=NC1)CN1C(OCC1)=O ((5-((4-(3-((2-((1S)-1-((tetrahydro-2H-pyran-2-yl)oxy)ethyl)-1H-imidazol-1-yl)methyl)isoxazol-5-yl)phenyl)ethynyl)pyridin-2-yl)methyl)oxazolidin-2-one